COC1=CC=C(C=C1)N1C(=NC=2C=NC=3C=CC(=CC3C21)C2=CC=C(C=C2)C)C 1-(4-methoxyphenyl)-2-methyl-8-(p-tolyl)-1H-imidazo[4,5-c]quinoline